3-(benzo[d]thiazol-6-yl)-N-(4-(4-(cyclopropylamino)-4-oxobutyl)-1-phenyl-1H-imidazol-2-yl)benzamide S1C=NC2=C1C=C(C=C2)C=2C=C(C(=O)NC=1N(C=C(N1)CCCC(=O)NC1CC1)C1=CC=CC=C1)C=CC2